C(CCC)NC1(C(C=CC=C1)C)C#N 2-n-butylamino-2-toluonitrile